6-cyano-7-fluoro-1-methyl-4-[4-(5-methyl-1,3-benzooxazol-2-yl)piperidin-1-yl]-2-oxo-1,2-dihydroquinoline-3-carboxamide C(#N)C=1C=C2C(=C(C(N(C2=CC1F)C)=O)C(=O)N)N1CCC(CC1)C=1OC2=C(N1)C=C(C=C2)C